2-(9-ethyl-6-morpholino-2-(4-phenyl-1H-pyrazol-1-yl)-9H-purin-8-yl)propanal C(C)N1C2=NC(=NC(=C2N=C1C(C=O)C)N1CCOCC1)N1N=CC(=C1)C1=CC=CC=C1